N-tert-butyl-benzothiazole C(C)(C)(C)N1CSC2=C1C=CC=C2